2,3-difluoro-1-methoxy-4-nitro-benzene FC1=C(C=CC(=C1F)[N+](=O)[O-])OC